C(#N)CC(=O)N1C=C(CCC1)C1=C2C(=NC(=C1)NC(=O)C1CC1)NC=C2 N-(4-(1-(2-cyanoacetyl)-1,4,5,6-tetrahydropyridin-3-yl)-1H-pyrrolo[2,3-b]pyridin-6-yl)cyclopropylcarboxamide